2'-(3-fluoro-4-(trifluoromethyl)benzyl)-1'-oxo-6'-(2-vinylphenyl)-1',4'-dihydro-2'H-spiro[cyclopentane-1,3'-isoquinoline]-4'-carboxylic acid FC=1C=C(CN2C(C3=CC=C(C=C3C(C23CCCC3)C(=O)O)C3=C(C=CC=C3)C=C)=O)C=CC1C(F)(F)F